CC1C(N(CC1)C(=O)OC(C)(C)C)=O tert-butyl 3-methyl-2-oxopyrrolidine-1-carboxylate